2-(4-diphenylmethyl-phenyl-vinyl)pyridine bromide [Br-].C1(=CC=CC=C1)C(C1=CC=C(C=C1)C=CC1=NC=CC=C1)C1=CC=CC=C1